N-methyl-3-(1-methylpyrazol-4-yl)imidazo[1,2-b]pyridazin-6-amine CNC=1C=CC=2N(N1)C(=CN2)C=2C=NN(C2)C